ethyl CIS-2-(4-((8-(dimethylamino)-2-oxo-8-phenyl-1,3-diazaspiro[4.5]decan-3-yl)methyl)-1H-1,2,3-triazol-1-yl)acetate CN(C1(CCC2(CN(C(N2)=O)CC=2N=NN(C2)CC(=O)OCC)CC1)C1=CC=CC=C1)C